ethoxy-5-[(2R)-2-ethyl-4-[(2S)-2-(2-fluoropropane-2-yl)pyrrolidine-1-carbonyl]piperazin-1-yl]-N-[(3R)-1-methylpyrrolidin-3-yl]-[2,3'-bipyridine]-6-carboxamide C(C)OC=1C(=NC(=C(C1)N1[C@@H](CN(CC1)C(=O)N1[C@@H](CCC1)C(C)(C)F)CC)C(=O)N[C@H]1CN(CC1)C)C=1C=NC=CC1